CCCCCCCCCCCCCCCC(=O)OC[C@H](COP(=O)(O)OCCN)OC(=O)CCCCCCCCCCCCCCC The molecule is a 1,2-diacyl-sn-glycero-3-phosphoethanolamine in which the 1- and 2-acyl groups are both specified as hexadecanoyl (palmitoyl). It has a role as a mouse metabolite. It derives from a hexadecanoic acid. It is a tautomer of a 1,2-dihexadecanoyl-sn-glycero-3-phosphoethanolamine zwitterion.